CC1=C2C=C(N(C2=CC=C1CN1CCC2(CN(C2)C2=NC=NC3=CC=C(C=C23)C(C(F)(F)F)(F)F)CC1)C[C@H](C)N1CCN(CC1)S(=O)(=O)C)C#N 4-methyl-1-[(2S)-2-(4-methylsulfonyl-piperazin-1-yl)propyl]-5-[[2-[6-(1,1,2,2,2-pentafluoro-ethyl)quinazolin-4-yl]-2,7-diazaspiro[3.5]nonan-7-yl]methyl]indole-2-carbonitrile